(-)-8-((1S,2S,5R)-2-fluoro-5-hydroxycyclohexyl)-6-(difluoromethyl-d)-2-((1-(methylsulfonyl)piperidin-4-yl-3,3,5,5-d4)-amino)pyrido[2,3-d]pyrimidin-7(8H)-one F[C@@H]1[C@H](C[C@@H](CC1)O)N1C(C(=CC2=C1N=C(N=C2)NC2C(CN(CC2([2H])[2H])S(=O)(=O)C)([2H])[2H])C([2H])(F)F)=O